CC1=C(C2=C(N=N1)SC1=C2N=CN=C1NCC=1C=C(C=CC1)C1(CCC1)O)C 1-[3-[[(3,4-dimethylpyrimido[4',5':4,5]thieno[2,3-c]pyridazin-8-yl)amino]methyl]phenyl]cyclobutanol